2-(cyclooct-2-yn-1-yloxy)acetamide C1(C#CCCCCC1)OCC(=O)N